ClCC(=O)NC1=C(C=CC(=C1)C1=NOC(=N1)C(F)(F)F)NCC1(CC1)C#N 2-chloro-N-(2-(((1-cyanocyclopropyl)methyl)amino)-5-(5-(trifluoromethyl)-1,2,4-oxadiazol-3-yl)phenyl)acetamide